C(N)(=O)C=1C=NC(=NC1)N1CCN(CC1)C(=O)O[C@H](CC1=CNC(C(=C1)C(F)(F)F)=O)C (S)-1-(6-oxo-5-(trifluoromethyl)-1,6-dihydropyridin-3-yl)propan-2-yl 4-(5-(carbamoyl)pyrimidine-2-yl)piperazine-1-carboxylate